Ethyl 2-(2,6-difluoro-4-((2-oxo-3-(4-(trifluoromethyl)phenyl)imidazolin-1-yl)methyl)phenoxy)-2-methylpropanoate FC1=C(OC(C(=O)OCC)(C)C)C(=CC(=C1)CN1C(N(CC1)C1=CC=C(C=C1)C(F)(F)F)=O)F